C1N(CCC2=C1C1=C(CO2)SC=C1)C(=O)[O-] 4,6-dihydro-1H-thieno[3',2':4,5]pyrano[3,2-c]pyridine-2(3H)-carboxylate